(S)-1-(5-(2-(1-cyclopropylethyl)-4-methoxy-3-oxo-2,3-dihydro-1H-pyrrolo[3,4-c]pyridin-6-yl)-4-methylthiazol-2-yl)-3-methylurea C1(CC1)[C@H](C)N1C(C=2C(=NC(=CC2C1)C1=C(N=C(S1)NC(=O)NC)C)OC)=O